BrC=1C=C(C(=NC1OC(C)C1=CC(=CC(=C1)F)F)C)N=CN(C)CC N'-[5-bromo-6-[1-(3,5-difluorophenyl)ethoxy]-2-methyl-3-pyridinyl]-N-ethyl-N-methylformamidine